2-((2-nitrophenyl)ethynyl)thiophene [N+](=O)([O-])C1=C(C=CC=C1)C#CC=1SC=CC1